N,N,N-trimethyl-1-tetradecyl-ammonium bromide [Br-].C[N+](C)(C)CCCCCCCCCCCCCC